BrC=1C=C(C(=O)N)C=CC1F 3-Bromo-4-fluorobenzamide